O1COC2=C1C=CC(=C2)N(C2CCN(CC2)C(=O)OC(C)(C)C)C2=CC=C(C=C2)F tert-butyl 4-(benzo[d][1,3]dioxol-5-yl(4-fluorophenyl)amino)piperidine-1-carboxylate